rac-(3R)-3-(4-{4-[(piperidin-4-ylamino)methyl]piperidin-1-yl}phenyl)piperidine-2,6-dione N1CCC(CC1)NCC1CCN(CC1)C1=CC=C(C=C1)[C@@H]1C(NC(CC1)=O)=O |r|